N-(4-(4-amino-5-(4-((5-(dimethylamino)pyrimidin-2-yl)oxy)-3-fluorophenyl)-7-methyl-7H-pyrrolo[2,3-d]pyrimidin-6-yl)phenyl)methacrylamide NC=1C2=C(N=CN1)N(C(=C2C2=CC(=C(C=C2)OC2=NC=C(C=N2)N(C)C)F)C2=CC=C(C=C2)NC(C(=C)C)=O)C